NCCCNC(C1=C(C=C(C=C1)NC=1C=2N(C=CN1)C(=CN2)C2=C(C(=C(C=C2)OC)F)F)CC)=O N-(3-Aminopropyl)-4-[[3-(2,3-difluoro-4-methoxy-phenyl)imidazo[1,2-a]pyrazin-8-yl]amino]-2-ethyl-benzamide